Methyl (S)-2-((5-(((benzyloxy)carbonyl)amino)-6-methoxy-6-oxohexyl)amino)-5-nitrobenzoate C(C1=CC=CC=C1)OC(=O)N[C@@H](CCCCNC1=C(C(=O)OC)C=C(C=C1)[N+](=O)[O-])C(=O)OC